2,6-dichloro-4-(1-(chloro(4-methyl-4H-1,2,4-triazol-3-yl)methyl)-cyclobutyl)pyridine ClC1=NC(=CC(=C1)C1(CCC1)C(C1=NN=CN1C)Cl)Cl